COC=1C=C(C=CC1OC)C#C 3,4-Dimethoxyphenylacetylene